4-[5-Fluoro-7-(9-fluoro-1,4,4,6-tetramethyl-5H-[1,2,4]triazolo[4,3-a]quinoxalin-8-yl)-1H-indol-3-yl]-but-3-yn-2-ol FC=1C=C2C(=CNC2=C(C1)C1=CC(=C2NC(C=3N(C2=C1F)C(=NN3)C)(C)C)C)C#CC(C)O